S1C(=NC2=C1C=CC=C2)NC=2C=C1C=CN(C1=CC2)C2=CC=CC(=N2)C(=O)O 6-{5-[(1,3-benzothiazol-2-yl)amino]-1H-indol-1-yl}pyridine-2-carboxylic acid